1-phenyl-2-(4-(10-phenylanthracene-9-yl)phenyl)-1H-benzo[d]imidazole C1(=CC=CC=C1)N1C(=NC2=C1C=CC=C2)C2=CC=C(C=C2)C=2C1=CC=CC=C1C(=C1C=CC=CC21)C2=CC=CC=C2